4-methyl-1-fluorosulfonyl-1,2,3-triazole CC=1N=NN(C1)S(=O)(=O)F